C[C@@H]1CN(C[C@@H](C1)C)CC1=C2C(=NC(=C1)C(=O)O)C(=CN2COCC[Si](C)(C)C)C 7-(((3S,5R)-3,5-dimethylpiperidin-1-yl)methyl)-3-methyl-1-((2-(trimethylsilyl)ethoxy)methyl)-1H-pyrrolo[3,2-b]pyridine-5-carboxylic acid